7-(4,7-diazaspiro[2.5]octan-7-yl)-2-(2,8-dimethylimidazo[1,2-b]pyridazin-6-yl)pyrido[1,2-a]pyrimidin-4-one citric acid salt C(CC(O)(C(=O)O)CC(=O)O)(=O)O.C1CC12NCCN(C2)C=2C=CC=1N(C(C=C(N1)C=1C=C(C=3N(N1)C=C(N3)C)C)=O)C2